2-amino-4-(3-methoxyphenyl)-4H-benzo[h]chromene-3-carbonitrile NC=1OC2=C3C(=CC=C2C(C1C#N)C1=CC(=CC=C1)OC)C=CC=C3